FC(OC=1C=C(C=C(C1)F)C1=CC2=C(O[C@H](CN2S(=O)(=O)C2=CC(=CC=C2)C(F)(F)F)C23CCC(CC2)(C3)C(=O)O)C(=C1)F)F 4-((S)-6-(3-(difluoromethoxy)-5-fluorophenyl)-8-fluoro-4-((3-(trifluoromethyl)phenyl)sulfonyl)-3,4-dihydro-2H-benzo[b][1,4]oxazin-2-yl)bicyclo[2.2.1]heptane-1-carboxylic acid